BrC=1C=NN(C1)COCC[Si](C)(C)C 4-Bromo-1-((2-(trimethylsilyl)ethoxy)methyl)-1H-pyrazole